5,8-difluoro-N-[2-(2-fluoro-4-{[4-(trifluoromethyl)-pyridin-2-yl]oxy}phenyl)ethyl]quinazolin-4-amine FC1=C2C(=NC=NC2=C(C=C1)F)NCCC1=C(C=C(C=C1)OC1=NC=CC(=C1)C(F)(F)F)F